ClC1=NC(=CC(=C1)C1=NC=C(N=C1)C)Cl 2-(2,6-dichloropyridin-4-yl)-5-methylpyrazine